O1[C@@H](CC1)CN1C(=NC2=C1C=C(C=C2)C(=O)O)CN2CCC(CC2)C2=NC(=CC=C2)OCC=2C=CC=C1C=CN=CC21 (S)-1-(oxetan-2-ylmethyl)-2-((4-(6-(isoquinolin-8-ylmethoxy)pyridin-2-yl)piperidine-1-yl)methyl)-1H-benzo[d]imidazole-6-carboxylic acid